C(C)OC(=O)C1=CC2=C(S1)C=C(C(=C2)OC(C)C)OC 5-isopropoxy-6-methoxybenzo[b]thiophene-2-carboxylic acid ethyl ester